Cl.FC=1C=C(C=CC1OC1=C2C(=NC=C1)C=C(S2)C2=NC=C(C=C2)CNCCOC)NC(=O)C=2C(N(N=CC2)C2=CC=C(C=C2)F)=O N-(3-fluoro-4-[{2-(5-[{(2-methoxyethyl)amino}methyl]pyridin-2-yl)thieno[3,2-b]pyridin-7-yl}oxy]phenyl)-2-(4-fluorophenyl)-3-oxo-2,3-dihydropyridazine-4-carboxamide hydrochloride